dichloro-N-((dimethylamino)sulfonyl)fluoro-N-(p-tolyl)methansulfenamid ClC(SN(C1=CC=C(C=C1)C)S(=O)(=O)N(C)C)(F)Cl